ClC1=C(NC2=C(NC3=C2C(NCC3)=O)C3=C(C=NC=C3)OCC3OCC3)C=CC=C1Cl (+)-3-(2,3-dichloroanilino)-2-{3-[(oxetan-2-yl)methoxy]pyridin-4-yl}-1,5,6,7-tetrahydro-4H-pyrrolo[3,2-c]pyridin-4-one